COC([C@H](C)OC1=CC(=C(C=C1)CBr)Cl)=O.C1(CC2C(CC1)O2)CCC2CC1C(CC2)O1 1,2-bis(3,4-epoxycyclohexyl)ethane (S)-Methyl-2-(4-(bromomethyl)-3-chlorophenoxy)propanoate